BrCC(=O)C1=C(C=CC=C1)[N+](=O)[O-] 2-Bromo-1-(2-nitrophenyl)ethan-1-one